3-(4-(1H-pyrazol-4-yl)phenyl)-1-(3-methoxybenzyl)-8-propyl-1,3,8-triazaspiro[4.5]decan-2-one N1N=CC(=C1)C1=CC=C(C=C1)N1C(N(C2(C1)CCN(CC2)CCC)CC2=CC(=CC=C2)OC)=O